ClC1=CC2=C(N(C(N=C2N2[C@H](CN(CC2)C(C=C)=O)C)=O)C=2C(=NC=C(C2C)O)C(C)C)N=C1C1=C(C=CC=C1)F (M)-6-chloro-7-(2-fluorophenyl)-1-(5-hydroxy-4-methyl-2-(2-propanyl)-3-pyridinyl)-4-((2S)-2-methyl-4-(2-propenoyl)-1-piperazinyl)pyrido[2,3-d]pyrimidin-2(1H)-one